C(C)NC(NC1=NN(C(=C1)CN1CCN(CC1)C=1C=CC(=NC1C)C(=O)NC)C)=O 5-(4-((3-(3-ethylureido)-1-methyl-1H-pyrazol-5-yl)methyl)piperazin-1-yl)-N,6-dimethylpicolinamide